1-ethyl-3,8-dimethyl-5-{[4-(trifluoromethyl)phenyl]amino}pyrido[2,3-d]pyrimidine-2,4,7(1H,3H,8H)-trione C(C)N1C(N(C(C2=C1N(C(C=C2NC2=CC=C(C=C2)C(F)(F)F)=O)C)=O)C)=O